rel-(1R,2R)-2-{3-[({1-[(2S)-2-butanyl]-5-(3-phenylpropyl)-1H-pyrrole-2-yl}Carbonyl)Amino]-5-Methylphenyl}Cyclopropane C[C@@H](CC)N1C(=CC=C1CCCC1=CC=CC=C1)C(=O)NC=1C=C(C=C(C1)C)C1CC1